tert-butyl 2-(2'-cyclopropyl-[1,1'-biphenyl]-2-yl)-7-azaspiro[3.5]nonane-7-carboxylate C1(CC1)C1=C(C=CC=C1)C1=C(C=CC=C1)C1CC2(C1)CCN(CC2)C(=O)OC(C)(C)C